C(C)(C)(C)OC(=O)N1N=C(C2=NC(=C(C=C21)OCC)C2=C1CCCC1=CC=C2)I (2,3-dihydro-1H-inden-4-yl)-6-ethoxy-3-iodo-1H-pyrazolo[4,3-b]pyridine-1-carboxylic acid tert-butyl ester